COC1=C(C=NC=C1)N1[C@H]([C@H](CC1)NS(=O)(=O)C)CO[C@@H]1CC[C@@H](CC1)C1=CC=CC=C1 N-((2R,3S)-1-(4-methoxypyridin-3-yl)-2-((((CIS)-4-phenylcyclohexyl)oxy)methyl)pyrrolidin-3-yl)methanesulfonamide